C(C)(C)(C)OC(=O)N1C2CN(CC1CC2)C2=NC(=CC=C2)OCC2=C(C=C(C=C2)C#N)F Tert-butyl-3-(6-((4-cyano-2-fluorobenzyl)oxy)pyridin-2-yl)-3,8-diazabicyclo[3.2.1]octane-8-carboxylate